O=C1NC(CCC1N1C(C2=CC=CC(=C2C1=O)NCCCCC(=O)N)=O)=O 5-[[2-(2,6-dioxo-3-piperidyl)-1,3-dioxo-isoindolin-4-yl]amino]pentanamide